ONC(=O)C1(CCC1)C1=C(C=CC(=C1)N(C1=NC(=NC2=CC=CC=C12)C)C)OC N-hydroxy-1-(2-methoxy-5-(methyl-(2-methylquinazolin-4-yl)amino)phenyl)cyclobutane-1-carboxamide